4-(3-methanesulfonyl-phenyl)-1-N-propylpiperidine CS(=O)(=O)C=1C=C(C=CC1)C1CCN(CC1)CCC